Cl.C1(CC1)[C@@H](\C=C\S(=O)(=O)C)N (S,E)-1-cyclopropyl-3-(methylsulfonyl)prop-2-en-1-amine hydrochloride